ClC1=CC=C(C=C1)C=1C2=C(C(N(N1)C1=CC=C(C=C1)OC(F)(F)F)=O)N=C(C(=C2)C)C 5-(4-chlorophenyl)-2,3-dimethyl-7-[4-(trifluoromethoxy)phenyl]pyrido[2,3-d]pyridazin-8-one